C1(=C(C=CC=C1)C1=CC2=C(C(C(O2)=O)CCCC)C(=C1C1=C(C=CC=C1)C)CCCC)C ditolyl-dibutylbenzofuranone